NCC(=O)OC1=C(C(=CC=C1)CC)C ethyl-methylphenyl glycinate